5-(4-fluoro-2-methylphenyl)-1,2-dimethyl-4-oxo-1,4-dihydropyridine-3-carboxylic acid FC1=CC(=C(C=C1)C=1C(C(=C(N(C1)C)C)C(=O)O)=O)C